ethyl 4-(1-isopropyl-1H-pyrazol-3-yl)-3-(pyridin-2-yl)-1H-pyrrole-2-carboxylate C(C)(C)N1N=C(C=C1)C=1C(=C(NC1)C(=O)OCC)C1=NC=CC=C1